NC1=NC(=C(C=2N1N=C(N2)CC2=NC=CC=C2)C2=C(C=NC=C2)C)C=2C=C(C#N)C=CC2 3-(5-amino-8-(3-methylpyridin-4-yl)-2-(pyridin-2-ylmethyl)-[1,2,4]triazolo[1,5-c]pyrimidin-7-yl)benzonitrile